3-bromo-2-fluoro-5-methylbenzoic acid BrC=1C(=C(C(=O)O)C=C(C1)C)F